tert-butyl-methyl(2-(4-methylpiperazine-1-yl)ethyl)amine C(C)(C)(C)N(CCN1CCN(CC1)C)C